C1NC(CC2=CC=CC=C12)C(=O)O tetrahydro-3-isoquinolinecarboxylic acid